CC=1C=C(C=2N(C(C=C(N2)N2CCOCC2)=O)C1)[C@@H](C)NC1=CC=CC=C1 |r| (+-)-7-methyl-2-(morpholin-4-yl)-9-(1-phenylaminoethyl)-pyrido[1,2-a]-pyrimidin-4-one